COC1=C(O[Na])C=CC(=C1)CNC(CCCCCCCC)=O.C(C)(=O)O Acetic acid, (2-methoxy-4-(((1-oxononyl)amino)methyl)phenoxy)monosodium salt